((2R,3R,4S,5R)-4-acetoxy-5-(2-amino-8-oxo-7-(thiophen-3-ylmethyl)-7,8-dihydro-9H-purin-9-yl)-3-fluorotetrahydrofuran-2-yl)methylacetat C(C)(=O)O[C@@H]1[C@@H]([C@H](O[C@H]1N1C2=NC(=NC=C2N(C1=O)CC1=CSC=C1)N)COC(C)=O)F